(1r,3r)-3-(cyanomethyl)-3-(3-(dimethylamino)-4-(6-(1-methyl-1H-pyrazol-4-yl)pyrazolo[1,5-a]pyrazin-4-yl)-1H-pyrazol-1-yl)cyclobutane-1-carbonitrile C(#N)CC1(CC(C1)C#N)N1N=C(C(=C1)C=1C=2N(C=C(N1)C=1C=NN(C1)C)N=CC2)N(C)C